2-([1-[(2-Ethoxyphenyl)methyl]-5-(3-methoxyphenyl)-1H-pyrazol-3-yl]methoxy)-2-methylpropanoic acid C(C)OC1=C(C=CC=C1)CN1N=C(C=C1C1=CC(=CC=C1)OC)COC(C(=O)O)(C)C